(2-(2-methoxy-7-methylquinoxalin-5-yl)-7-methyl-7,8-dihydrobenzofuro[5,4-d]thiazol-7-yl)methanol COC1=NC2=CC(=CC(=C2N=C1)C=1SC2=C(N1)C=CC1=C2CC(O1)(C)CO)C